3-amino-3-(3-iodophenyl)propionic acid NC(CC(=O)O)C1=CC(=CC=C1)I